COC(=O)N1C[C@@H](OCC1)CC1=C(N=C2N1C=CC(=C2)C)C2=C(C=C(C=C2F)C(NC)=O)F (S)-2-((2-(2,6-difluoro-4-(methylcarbamoyl)phenyl)-7-methylimidazo[1,2-a]pyridin-3-yl)methyl)morpholine-4-carboxylic acid methyl ester